5,8-dimethoxy-1,4-naphthoquinone furan-2-carboxylate O1C(=CC=C1)C(=O)O.COC1=C2C(C=CC(C2=C(C=C1)OC)=O)=O